NC(N)=NO aminoketone oxime